quinazolinyl-crotonamide N1=C(N=CC2=CC=CC=C12)/C(/C(=O)N)=C\C